FC(CN1C2CC(C1)(C2)CN)(C)C (2-(2-fluoro-2-methylpropyl)-2-azabicyclo[2.1.1]hexan-4-yl)methanamine